Cl(=O)(=O)(=O)[O-].C[NH3+] N-methyl-ammonium perchlorate